2,4-dioxo-1,2,3,4-tetrahydrothieno[2,3-d]pyrimidine-6-sulfonamide O=C1NC(C2=C(N1)SC(=C2)S(=O)(=O)N)=O